ClC=1C2=C(C(=NN1)C(O)C=1C=NC=CC1)CCC2 (4-chloro-6,7-dihydro-5H-cyclopenta[d]pyridazin-1-yl)(pyridin-3-yl)methanol